6-cyclopropyl-2-((3-methoxyphenyl)amino)nicotinonitrile C1(CC1)C1=NC(=C(C#N)C=C1)NC1=CC(=CC=C1)OC